C(C#CC)C1(C(CC(CC1=O)(C)C)=O)CC#CC 2,2-Bis(but-2-yn-1-yl)-5,5-dimethylcyclohexane-1,3-dione